The molecule is a hydroxy monocarboxylic acid anion. It derives from an acetate. It is a conjugate base of a mandelic acid. C1=CC=C(C=C1)C(C(=O)[O-])O